tert-butyl (S)-(1-(3-(2-chloro-4-methoxyphenyl)-4-oxo-3,4-dihydroquinazolin-2-yl)-2-(3,5-difluorophenyl)ethyl)carbamate ClC1=C(C=CC(=C1)OC)N1C(=NC2=CC=CC=C2C1=O)[C@H](CC1=CC(=CC(=C1)F)F)NC(OC(C)(C)C)=O